3-[2-(4-hydroxypyridin-1-ium-1-yl)ethyl]-2-oxoimidazolidin OC1=CC=[N+](C=C1)CCN1C(NCC1)=O